4-Chloro-7-(4-{6-[4-(dibutoxymethyl)piperidin-1-yl]pyridazin-3-yl}piperidin-1-yl)-1H-indole-3-carbonitrile ClC1=C2C(=CNC2=C(C=C1)N1CCC(CC1)C=1N=NC(=CC1)N1CCC(CC1)C(OCCCC)OCCCC)C#N